methyl 4-((3-fluoropyridin-2-yl) (tetrahydro-2H-pyran-4-yl) methyl)-3-methyl-6-(1-methyl-4-(methyl-d3)-1H-1,2,3-triazol-5-yl)-4H-thieno[2',3':4,5]pyrrolo[3,2-b]pyridine-2-carboxylate FC=1C(=NC=CC1)C(N1C2=C(C3=NC=C(C=C31)C3=C(N=NN3C)C([2H])([2H])[2H])SC(=C2C)C(=O)OC)C2CCOCC2